(4,5-dimethylthiazol-2-yl)(naphthalen-1-yl)methyl-6-chloro-2-oxo-2H-chromene-3-carboxylic acid methyl ester COC(=O)C=1C(OC2=CC=C(C(=C2C1CC1=CC=CC2=CC=CC=C12)C=1SC(=C(N1)C)C)Cl)=O